N(=NC(C#N)(C)CO)C(C#N)(C)CO azobis(2-hydroxymethyl-propionitrile)